ONC(=O)C1=CC2=C(OCC(N2CC2=C(C=CC=C2)C)=O)C=C1 N-hydroxy-4-(2-methylbenzyl)-3-oxo-3,4-dihydro-2H-benzo[b][1,4]oxazine-6-carboxamide